1-methoxycyclopropanecarboxylic acid COC1(CC1)C(=O)O